FC(F)(F)N1N=CN=N1 (trifluoromethyl)-2H-tetrazol